5-(((trans-3-(3-cyclopropyl-4-(1H-pyrrolo[2,3-c]pyridin-7-yl)-1H-pyrazol-1-yl)cyclobutyl)methyl)amino)-2-(2,6-dioxopiperidin-3-yl)isoindoline-1,3-dione C1(CC1)C1=NN(C=C1C=1N=CC=C2C1NC=C2)[C@@H]2C[C@H](C2)CNC=2C=C1C(N(C(C1=CC2)=O)C2C(NC(CC2)=O)=O)=O